ClC1=C(OC2=C(C=CC=C2)NC(=O)C=2C(=NN(C2F)C)C(F)F)C=CC(=C1)C(F)(F)F N-[2-[2-chloro-4-(trifluoromethyl)phenoxy]phenyl]-3-(difluoromethyl)-5-fluoro-1-methylpyrazole-4-carboxamide